ClC1=CC(=C(CN2C3=C(OCC2)C=CC(=N3)N3CCNCC3)C=C1)F 4-(4-chloro-2-fluorobenzyl)-6-(piperazin-1-yl)-3,4-dihydro-2h-pyrido[3,2-b][1,4]Oxazine